2-[1-[2-(4-Ethyl-4-methyl-1-piperidyl)-6-methyl-4-oxo-chromen-8-yl]ethylamino]benzoic acid C(C)C1(CCN(CC1)C=1OC2=C(C=C(C=C2C(C1)=O)C)C(C)NC1=C(C(=O)O)C=CC=C1)C